1-(5-((4-(cyclopropylmethyl)piperazin-1-yl)methyl)pyrazolo[1,5-a]pyridin-3-yl)dihydropyrimidine-2,4(1H,3H)-dione C1(CC1)CN1CCN(CC1)CC1=CC=2N(C=C1)N=CC2N2C(NC(CC2)=O)=O